N-(2,3-dichlorophenyl)-1-fluoro-6,7,8,9-tetrahydro-5H-5,8-epiminocyclohepta[c]pyridine ClC1=C(C=CC=C1Cl)N1C(C2=C(C=C1)C1CCC(C2)N1)F